(4-fluoro-phenyl)-methanol FC1=CC=C(C=C1)CO